3-oxo-quinuclidine-2-carboxylate O=C1C(N2CCC1CC2)C(=O)[O-]